C(C)(C)(C)C1C=CC=2C1=C1CCCCC1=CC2 1-tert-butyl-6,7,8,9-tetrahydro-1H-cyclopenta[a]naphthalene